3-benzyl-1-(trans-4-((5-cyanopyridin-2-yl)amino)cyclohexyl)-1-(4-(4,5,6,7-tetrahydropyrazolo[1,5-a]pyridin-3-yl)phenyl)urea C(C1=CC=CC=C1)NC(N(C1=CC=C(C=C1)C=1C=NN2C1CCCC2)[C@@H]2CC[C@H](CC2)NC2=NC=C(C=C2)C#N)=O